BrC=1N=C(SC1)C(CC(=O)O)O 3-(4-bromo-1,3-thiazol-2-yl)-3-hydroxypropionic acid